ClC=1C=NC=C(C1[C@@H](C)OC=1C=C2C(=NN(C2=CC1)C1OCCCC1)C1=CC2=C(OCCN2C(=O)C2=NC=CC=C2)N=C1)Cl (7-(5-((R)-1-(3,5-Dichloropyridin-4-yl)ethoxy)-1-(tetrahydro-2H-pyran-2-yl)-1H-indazol-3-yl)-2,3-dihydro-1H-pyrido[2,3-b][1,4]oxazin-1-yl)(pyridin-2-yl)methanone